2-chloro-3-(1-methyl-1H-indazol-5-yl)isonicotinonitrile ClC=1C(=C(C#N)C=CN1)C=1C=C2C=NN(C2=CC1)C